N-[(1s,4s)-4-{[2-(trifluoromethyl)quinolin-4-yl]amino}cyclohexyl]quinoline-4-carboxamide FC(C1=NC2=CC=CC=C2C(=C1)NC1CCC(CC1)NC(=O)C1=CC=NC2=CC=CC=C12)(F)F